[Na].C=CCC alpha-butene sodium